2-(4-(2-(((S)-((R)-5-cyano-1,2,3,4-tetrahydroquinolin-3-yl)(phenyl)methyl)amino)ethyl)phenyl)acetic acid C(#N)C1=C2C[C@H](CNC2=CC=C1)[C@@H](C1=CC=CC=C1)NCCC1=CC=C(C=C1)CC(=O)O